C(C)(C)(C)C1=C(O[Al](CC(C)C)CC(C)C)C(=CC(=C1)C)C(C)(C)C (2,6-di-tert-butyl-4-methylphenoxy)(diisobutyl)aluminum